ethyl 5-iodobenzo[d]thiazole-2-carboxylate IC=1C=CC2=C(N=C(S2)C(=O)OCC)C1